CC=1C(=NC=C(C1)C=C)F methyl-2-fluoro-5-vinyl-pyridine